OCCOC1=C(C=2C=C(C3=CC=CC=C3C2C=C1)C=1C2=CC=CC=C2C=2C=CC=CC2C1)OCCO bis(2-hydroxyethoxy)-9,9'-biphenanthrene